CN1C(=NC2=C1C=CC=C2)COC2=CC=CC(=N2)N2CCN(CC2)CC2=NC1=C(N2C[C@H]2OCC2)C=C(C=C1)C(=O)O (S)-2-((4-(6-((1-methyl-1H-benzo[d]imidazol-2-yl)methoxy)pyridin-2-yl)piperazin-1-yl)methyl)-1-(oxetan-2-ylmethyl)-1H-benzo[d]imidazole-6-carboxylic acid